C(C)OC(=O)C=1N=C(N(C(C1OC)=O)C)N(C)C(C1=CC=CC=C1)C1=CC=CC=C1.ClC1=CC=C(N=N1)C(=O)NC(F)(F)F 6-chloro-N-(trifluoromethyl)pyridazine-3-carboxamide ethyl-2-(benzhydryl(methyl)amino)-5-methoxy-1-methyl-6-oxo-1,6-dihydropyrimidine-4-carboxylate